C[C@@H]1CC[C@H](C(C1)=NO)C(C)C (2S,5R)-5-METHYL-2-(2-PROPANYL)CYCLOHEXANONE OXIME